1-(3,5-di-tert-butylphenyl)-2-(trifluoromethyl)-1H-1,3-benzodiazole-5-carboxylic Acid C(C)(C)(C)C=1C=C(C=C(C1)C(C)(C)C)N1C(=NC2=C1C=CC(=C2)C(=O)O)C(F)(F)F